1-(5-(5-fluoropyridin-3-yl)-4,5-dihydro-1H-pyrazol-1-yl)-2,3-dimethylbutan-1-one FC=1C=C(C=NC1)C1CC=NN1C(C(C(C)C)C)=O